BrC=1C=C(C(=NC1)N(C)C)N 5-Bromo-N2,N2-dimethylpyridine-2,3-diamine